2-[4-methyl-2-(4-methylpiperazino)pyridin-5-yl]-5-methyl-N4-(2-oxo-2,3-dihydro-1,3-benzooxazol-5-yl)-2,4-pyrimidinediamine CC1=CC(=NC=C1C1(NC=C(C(=N1)NC=1C=CC2=C(NC(O2)=O)C1)C)N)N1CCN(CC1)C